FC1=C2C(NC(=NC2=CC(=C1)OCC1CCN(CC1)C1CCN(CC1)CC1=CC=C(C=C1)NC1C(NC(CC1)=O)=O)CSC1CCOCC1)=O 3-((4-((4-(((5-fluoro-4-oxo-2-(((tetrahydro-2H-pyran-4-yl)thio)methyl)-3,4-dihydroquinazolin-7-yl)oxy)methyl)-[1,4'-bipiperidin]-1'-yl)methyl)phenyl)amino)piperidine-2,6-dione